C(#C)C=1SC=C(N1)NC(NC)=O 3-(2-ethynylthiazol-4-yl)-1-methylurea